C12C3CCCC3C(C(C1)C=C(C(=O)O)C)C2.C(C(=C)C)(=O)OC2C1C3CCCC3C(C2)C1 tricyclo[5.2.1.02,6]decan-8-yl methacrylate (tricyclo[5.2.1.0(2,6)]decan-8-yl methacrylate)